1,1'-(3,3'-diethyl[1,1'-biphenyl]-4,4'-diyl)bis{1-amino-4-[(E)-diazenyl]naphthalene-2-sulfonic acid} C(C)C=1C=C(C=CC1C1(C(C=C(C2=CC=CC=C12)\N=N\[H])S(=O)(=O)O)N)C1=CC(=C(C=C1)C1(C(C=C(C2=CC=CC=C12)\N=N\[H])S(=O)(=O)O)N)CC